(1S,2S,3R)-3-hydroxy-2,3-dimethylcyclobutyl (8-amino-7-fluoro-6-(8-methyl-2,3-dihydro-1H-pyrido[2,3-b][1,4]oxazin-7-yl)isoquinolin-3-yl)carbamate NC=1C(=C(C=C2C=C(N=CC12)NC(O[C@@H]1[C@@H]([C@](C1)(C)O)C)=O)C1=C(C2=C(OCCN2)N=C1)C)F